FC1=CC=C(C=C1)[C@@H]1N(CCC2=CC=CC=C12)C(=O)OC[C@H]1[C@H](CC1)NC(=O)OCC1=CC=CC=C1 ((1R,2S)-2-(((benzyloxy)carbonyl)amino)cyclobutyl)methyl (S)-1-(4-fluorophenyl)-3,4-dihydroisoquinoline-2(1H)-carboxylate